C(=O)([O-])OC(=O)[O-].[Rh+].C1(=CC=CC=C1)P(C1=CC=CC=C1)C1=CC=CC=C1.C1(=CC=CC=C1)P(C1=CC=CC=C1)C1=CC=CC=C1.[Rh+] bis(triphenylphosphine) rhodium (I) dicarbonate